CC1(CCN(CC1)C1=C(C=C(C=C1)C(F)(F)F)NC(=O)C=1OC(=CC1)C1CCOCC1)C(=O)N1CCCC1 N-(2-(4-methyl-4-(pyrrolidine-1-carbonyl)-piperidin-1-yl)-5-(trifluoromethyl)-phenyl)-5-(tetrahydro-2H-pyran-4-yl)furan-2-carboxamide